4-chloro-3-fluoroquinoline-5,7-diol ClC1=C(C=NC=2C=C(C=C(C12)O)O)F